[Na].OC1=NC=CN=C1 hydroxyl-pyrazine sodium salt